BrC=1N=C(C(=NC1)NC1CN(CC1)C(C)=O)OC 1-(3-((5-bromo-3-methoxypyrazin-2-yl)amino)pyrrolidin-1-yl)ethan-1-one